CC=1OC2=C(N1)C=C(C=C2C)C=2NC1=CC=C(C=C1C2C(C)C)C2CCN(CC2)CC(=O)N(C)C 2-(4-(2-(2,7-dimethylbenzo[d]oxazol-5-yl)-3-isopropyl-1H-indol-5-yl)piperidin-1-yl)-N,N-dimethylacetamide